3-chloropropyl-methyltrimethoxysilane ClCCCCO[Si](OC)(OC)C